(1S,4s)-4-(2-(((R)-2-(5-fluoropyridin-3-yl)-2-hydroxyethyl)amino)-2-methylpropyl)cyclohexane-1-sulfonamide dihydrochloride Cl.Cl.FC=1C=C(C=NC1)[C@H](CNC(CC1CCC(CC1)S(=O)(=O)N)(C)C)O